BrC1=C(C=C(C=C1)Cl)C(C(=O)OC(C)(C)C)(F)F tert-butyl 2-(2-bromo-5-chlorophenyl)-2,2-difluoroacetate